COC1=COC2=CC=C(C=C2C1=O)OC 3,6-dimethoxy-4H-chromen-4-one